1-bromo-2,3-difluoro-4-(fluoromethoxy)benzene sodium 2-(5-(2,2-dimethylcyclopropyl)pentyl)cyclopropanecarboxylate CC1(C(C1)CCCCCC1C(C1)C(=O)[O-])C.[Na+].BrC1=C(C(=C(C=C1)OCF)F)F